ClC1=NC(=C2N=CNC2=N1)I 2-chloro-6-iodo-9H-purine